C(C)C1(CCC(CC1)NC1=NN2C(C(=N1)OC)=C(C=C2)C=2C=NC=1N(C2)C=CN1)O (1r,4r)-1-ethyl-4-((5-(imidazo[1,2-a]pyrimidin-6-yl)-4-methoxypyrrolo[2,1-f][1,2,4]triazin-2-yl)amino)cyclohexan-1-ol